C(\C=C/C(=O)O)(=O)O.C1(=CC=CC=C1)C(CC1=CC=CC=C1)N1CCCCC1 1-(1,2-Diphenylethyl)piperidine maleate